O1CC(=C(C=C1)O)O 2H-pyran-3,4-diol